3,5-diphenylpyrazole C1(=CC=CC=C1)C1=NNC(=C1)C1=CC=CC=C1